(S)-4-(7-(8-ethyl-7-fluoro-3-hydroxynaphthalen-1-yl)-8-fluoro-2-(((2R,7aS)-2-fluorohexahydro-1H-pyrrolizin-7a-yl)methoxy)pyrido[4,3-d]pyrimidin-4-yl)-6-methyl-1,4-oxazepan-6-ol C(C)C=1C(=CC=C2C=C(C=C(C12)C1=C(C=2N=C(N=C(C2C=N1)N1CCOC[C@](C1)(O)C)OC[C@]12CCCN2C[C@@H](C1)F)F)O)F